amino-4-cyclopentyl-piperazine NN1CCN(CC1)C1CCCC1